CC(CC1=C(C=CC(=C1)C)S(=O)(=O)O)CC1=C(C=CC(=C1)C)S(=O)(=O)O.FC1=CC=C(C=C1)C(=O)C=1N=C(NC1)C1=CC(=C(C(=C1)OC)OC)OC (4-fluorophenyl)(2-(3,4,5-trimethoxyphenyl)-1H-imidazol-4-yl)methanone 2-methylpropane-1,3-diylbis(4-methylbenzene-1-sulfonate)